C1(OC(CO1)F)=O Fluoroethylen Carbonat